C(CC)N1C=C(C=2C1=CN=C(C2)C2=NC=CC(=C2)C2=NOC(=N2)C(F)(F)F)C=2C=NNC2 3-(2-(1-Propyl-3-(1H-pyrazol-4-yl)-1H-pyrrolo[2,3-c]pyridin-5-yl)pyridin-4-yl)-5-(trifluoromethyl)-1,2,4-oxadiazole